(S)-N-(1-(6-(4-(difluoromethyl)-6-methylpyrimidin-5-yl)-1-neopentyl-1H-indol-3-yl)-2,2-difluoroethyl)cyclopropanesulfonamide FC(C1=NC=NC(=C1C1=CC=C2C(=CN(C2=C1)CC(C)(C)C)[C@@H](C(F)F)NS(=O)(=O)C1CC1)C)F